OC(COC1=NN(C=C1NC=1N=CC2=C(N1)N(C(=C2)C#N)[C@H]2COC[C@@H]2C)C)(C)C 2-((3-(2-Hydroxy-2-methylpropoxy)-1-methyl-1H-pyrazol-4-yl)amino)-7-((3R,4R)-4-methyltetrahydrofuran-3-yl)-7H-pyrrolo[2,3-d]pyrimidine-6-carbonitrile